FC1=CC(=C(C2=C1N(C(=N2)C(C)C)C)N2C[C@@H](CC2)NC(OC(C)(C)C)=O)[N+](=O)[O-] tert-butyl (R)-(1-(7-fluoro-2-isopropyl-1-methyl-5-nitro-1H-benzo[d]imidazol-4-yl)pyrrolidin-3-yl)carbamate